Cis-5-methyl-1-(8-trifluoromethyl-quinolin-5-yl)-piperidin-3-ol C[C@@H]1C[C@@H](CN(C1)C1=C2C=CC=NC2=C(C=C1)C(F)(F)F)O